C(#N)C1=CC(=NC=C1)N1C=C(C2=C1N=CN=C2N2C[C@H](N(C[C@@H]2C)C(=O)OC2(CCC2)C(F)(F)F)C)C(F)(F)F 1-(trifluoromethyl)cyclobutyl (2R,5S)-4-(7-(4-cyanopyridin-2-yl)-5-(trifluoromethyl)-7H-pyrrolo[2,3-d]pyrimidin-4-yl)-2,5-dimethylpiperazine-1-carboxylate